COCC=1C(=NC(N([C@H]2C[C@H](O)[C@@H](CO)O2)C1)=O)N 5-methoxymethyl-2'-deoxycytidine